C(C)(C)(C)OC(NC1C(N(C(C(C1)C1=CC=CC=C1)C)C\C=C\CCO)=O)=O (E)-(1-(5-hydroxypent-2-en-1-yl)-6-methyl-2-oxo-5-phenylpiperidin-3-yl)carbamic acid tert-butyl ester